3-(5-(((1S,2S)-2-(3-(2-meth-oxypyrimidin-5-yl)azetidin-1-yl)cyclohexyl)oxy)-1-oxo-isoindolin-2-yl)piperidine-2,6-dione COC1=NC=C(C=N1)C1CN(C1)[C@@H]1[C@H](CCCC1)OC=1C=C2CN(C(C2=CC1)=O)C1C(NC(CC1)=O)=O